[2,3-bis(non-8-enoxy)propoxy-diphenyl-methyl]benzene C(CCCCCCC=C)OC(COC(C1=CC=CC=C1)(C1=CC=CC=C1)C1=CC=CC=C1)COCCCCCCCC=C